C(C)(C)N1N=C(C2=C1NC(NC2=O)=O)C 1-isopropyl-3-methyl-5H,7H-pyrazolo[3,4-d]pyrimidine-4,6-dione